COC1=CC=C(C=C1)C=1C(=NNN1)C1NC2=C(C=CC=C2C(N1)=O)C 2-[5-(4-Methoxyphenyl)-2H-1,2,3-triazol-4-yl]-8-methyl-2,3-dihydro-1H-quinazolin-4-one